N1=CC(=CC=C1)NC1=C(C(=O)O)C=CC(=N1)C(F)(F)F 2-(pyridin-3-ylamino)-6-(trifluoromethyl)nicotinic acid